CC1=NC(=NC(=C1)C1=CC(=C(C=C1)C#N)F)N1CCC(CC1)NC(=O)OC(C)(C)C methyl-2-(4-((tert-butoxycarbonyl)amino)piperidin-1-yl)-6-(4-cyano-3-fluorophenyl)pyrimidine